C(N)(=N)C1=CC2=C(N=C(N2)CC=2NC3=C(N2)C=CC(=C3)C(N)=N)C=C1 bis[5-amidino-2-benzimidazolyl]-methane